N-t-Butoxycarbonyl-3,4,5,6-tetra(carbazol-9-yl)phthalimide C(C)(C)(C)OC(=O)N1C(C=2C(C1=O)=C(C(=C(C2N2C1=CC=CC=C1C=1C=CC=CC21)N2C1=CC=CC=C1C=1C=CC=CC21)N2C1=CC=CC=C1C=1C=CC=CC21)N2C1=CC=CC=C1C=1C=CC=CC21)=O